4-(6-chloro-1-cyclopropyloxy-2,7-naphthyridin-4-yl)tetrahydro-2H-pyran-4-ol ClC=1C=C2C(=CN=C(C2=CN1)OC1CC1)C1(CCOCC1)O